BrC1=C(C=C(C=C1COC)COC)C(\C=C\C1=CC(=C(C=C1)OC)Br)=O 1-(2-bromo-3,5-dimethoxymethylphenyl)-3-(3-bromo-4-methoxyphenyl)-(2E)-2-propen-1-one